FC1=CC=C(C=C1)CC(C(C)C)=O 1-(4-fluorophenyl)-3-methylbutan-2-one